((5,6-diphenyl-1,2,4-triazin-3-yl)(isopropyl)amino)-N-(methylsulfonyl)hexanamide C1(=CC=CC=C1)C=1N=C(N=NC1C1=CC=CC=C1)N(C(C)C)C(C(=O)NS(=O)(=O)C)CCCC